Natrium kalium pyrophosphat [O-]P([O-])(=O)OP(=O)(O)O.[K+].[Na+]